ClC1=C(C=CC(=C1)OC1=CC=CC=C1)C(=O)C1=CNC2=NC=C(C(=C21)N[C@H]2CO[C@@H](CC2)CO)OC (2-chloro-4-phenoxyphenyl)(4-(((3R,6S)-6-(hydroxymethyl)tetrahydro-2H-pyran-3-yl)amino)-5-methoxy-1H-pyrrolo[2,3-b]pyridin-3-yl)methanone